C(#N)C1=CC=C(C=C1)C=1C(=NN(C1O)C1=CC=C(C=N1)CC(=O)O)C 2-(6-(4-(4-cyanophenyl)-5-hydroxy-3-methyl-1H-pyrazol-1-yl)pyridin-3-yl)acetic acid